(4-chlorophenyl)-3-(1-hydroxy-3-methylbut-2-yl)-8-(pyridin-3-yl)pyrido[3,4-d]pyrimidin-4(3H)-one ClC1=CC=C(C=C1)C=1N(C(C2=C(N1)C(=NC=C2)C=2C=NC=CC2)=O)C(CO)C(C)C